4-((dimethylamino)methyl)-3-(2-fluoro-3-(methyl(sulfamoyl)amino)benzyl)-2-oxo-2H-chromen-7-yl dimethylcarbamate CN(C(OC1=CC=C2C(=C(C(OC2=C1)=O)CC1=C(C(=CC=C1)N(S(N)(=O)=O)C)F)CN(C)C)=O)C